(S)-N-(5-(4-amino-1-((3-chloro-5-oxo-6-phenyl-5H-thiazolo[3,2-a]pyridin-7-yl)(cyclopropyl)methyl)-1H-pyrazolo[3,4-d]pyrimidin-3-yl)-2-methoxyphenyl)methanesulfonamide NC1=C2C(=NC=N1)N(N=C2C=2C=CC(=C(C2)NS(=O)(=O)C)OC)[C@@H](C2CC2)C=2C=C1N(C(C2C2=CC=CC=C2)=O)C(=CS1)Cl